2-(pyridin-3-yl)-2-(4-(trifluoromethyl)pyridin-2-yl)acetamide N1=CC(=CC=C1)C(C(=O)N)C1=NC=CC(=C1)C(F)(F)F